N-(benzo[d]thiazol-2-yl)-1-cyanopyrrolidine-3-carboxamide S1C(=NC2=C1C=CC=C2)NC(=O)C2CN(CC2)C#N